2-fluoro-4-(trifluoromethyl)phenylacetic acid FC1=C(C=CC(=C1)C(F)(F)F)CC(=O)O